C(=CCCCCCC)C1=C(C(=CC=C1)OC)O 2-octenyl-6-methoxyphenol